3-(2-fluorophenylethyl)-7-(2-methoxyphenyl)-2,3-dihydro-4H-benzo[e][1,3]oxazin-4-one FC1=C(C=CC=C1)CCN1COC2=C(C1=O)C=CC(=C2)C2=C(C=CC=C2)OC